CC(C(C)S(=O)(=O)C1=CC=C(C=C1)C)=O 1-methyl-2-[(4-methylphenyl)sulfonyl]-1-propanone